ClC1=CC(=C(COC2=NC=CC(=N2)N2C[C@@H](N(CC2)CC2=NC=3C(=NC(=CC3)C(=O)O)N2C[C@H]2OCC2)C)C=C1)F 2-{[(2S)-4-{2-[(4-chloro-2-fluorobenzyl)oxy]pyrimidin-4-yl}-2-methylpiperazin-1-yl]methyl}-3-[(2S)-oxetan-2-ylmethyl]-3H-imidazo[4,5-b]pyridine-5-carboxylic acid